C1(=CC=CC=C1)C=1C[C@H](NCC1)C=1C=NC=CC1 3-[(2S)-4-phenyl-1,2,3,6-tetrahydropyridin-2-yl]pyridine